N1CCCCCCCCCCC1 azacyclododecane